C(C1=CC=CC=C1)OC1=NOC(=C1)CN1N=CC(=C1)B1OC(C(O1)(C)C)(C)C 3-(benzyloxy)-5-((4-(4,4,5,5-tetramethyl-1,3,2-dioxaborolan-2-yl)-1H-pyrazol-1-yl)methyl)isoxazole